(2r,3s,4s)-2,3,4-tribenzyloxyglutaraldehyde C(C1=CC=CC=C1)O[C@@H](C=O)C([C@@H](C=O)OCC1=CC=CC=C1)OCC1=CC=CC=C1